O=CCC(CCCCCC)=O 1,3-dioxononane